1-((2R,4r,6S)-2,6-dimethyltetrahydro-2H-pyran-4-yl)-4-(2-methyl-4-(trifluoromethyl)-phenyl)phthalazine C[C@H]1O[C@H](CC(C1)C1=NN=C(C2=CC=CC=C12)C1=C(C=C(C=C1)C(F)(F)F)C)C